C(C1CO1)OCCC[Si](OC)(OC)C 3-[(2,3-epoxypropoxy)]propylmethyldimethoxysilane